ClC=1C(=C(C=CC1)NC(=S)C1=C(CCN(C1=O)C(=O)OC(C)(C)C)O)OC(F)F Tert-butyl 5-{[3-chloro-2-(difluoromethoxy)phenyl]carbamothioyl}-4-hydroxy-6-oxo-3,6-dihydropyridine-1(2H)-carboxylate